4-(3-fluoropropoxy)-3-methoxybenzaldehyde FCCCOC1=C(C=C(C=O)C=C1)OC